OCC(C(CC1C(NCC1)=O)NC(=O)C1N(C2CCC1CC2)C(=O)C2(C1=CC=CC=C1C=1C=CC=CC21)O)=O N-(4-hydroxy-3-oxo-1-(2-oxopyrrolidin-3-yl)butan-2-yl)-2-(9-hydroxy-9H-fluorene-9-carbonyl)-2-azabicyclo[2.2.2]octane-3-carboxamide